6-(6-cyclopropyl-7-(2,2,2-trifluoroethoxy)imidazo[1,2-a]pyridin-3-yl)-N-((3R,4S)-4-(trifluoromethyl)pyrrolidin-3-yl)pyridin C1(CC1)C=1C(=CC=2N(C1)C(=CN2)C2=CC=CCN2[C@H]2CNC[C@@H]2C(F)(F)F)OCC(F)(F)F